Cl.NCC1=CC=C(C=C1)C1=NN(C(C2=CC(=CC=C12)OC)=O)C 4-(4-(aminomethyl)phenyl)-7-methoxy-2-methylphthalazin-1(2H)-one hydrochloride